C[C@@H]1N(CCN(C1)C)C=1C=CC(=C(C(=O)OCC)C1)[N+](=O)[O-] ethyl (S)-5-(2,4-dimethylpiperazin-1-yl)-2-nitrobenzoate